1,2-Di-linoleylthio-3-dimethylaminopropane C(CCCCCCC\C=C/C\C=C/CCCCC)SCC(CN(C)C)SCCCCCCCC\C=C/C\C=C/CCCCC